(2-((tert-Butoxycarbonyl)amino)-7-fluorobenzothiazol-4-yl)boronic acid C(C)(C)(C)OC(=O)NC=1SC2=C(N1)C(=CC=C2F)B(O)O